5-(5-((6-fluoro-3-methyl-4-oxo-4,5-dihydropyrazolo[1,5-a]quinoxalin-7-yl)methyl)-4,5,6,7-tetrahydro-2H-pyrazolo[4,3-c]pyridin-2-yl)-N,6-dimethylpicolinamide FC1=C2NC(C=3N(C2=CC=C1CN1CC=2C(CC1)=NN(C2)C=2C=CC(=NC2C)C(=O)NC)N=CC3C)=O